C(C1=CC=CC=C1)N(C12CC(C1)(C2)C=2C=NC(=CC2)OCC(F)(F)F)CC2=CC=CC=C2 N,N-dibenzyl-3-(6-(2,2,2-trifluoroethoxy)pyridin-3-yl)bicyclo[1.1.1]pentan-1-amine